ethyl 2-[(4-bromophenyl)carbonyl]-3-(phenylamino)prop-2-enoate BrC1=CC=C(C=C1)C(=O)C(C(=O)OCC)=CNC1=CC=CC=C1